N1(CCCC1)CCCN 3-(tetrahydro-1H-pyrrol-1-yl)propan-1-amine